N-(4,5-dimethylthiazol-2-yl)-2-(3-(3-(methylamino)-3-oxopropoxy)propanamido)benzamide CC=1N=C(SC1C)NC(C1=C(C=CC=C1)NC(CCOCCC(=O)NC)=O)=O